(S)-5-[4-amino-2-(N-(2-amino-1-methyl-2-oxo-ethyl)-4-fluoro-anilino)thiazole-5-carbonyl]-N-(1-methylcyclobutyl)isoxazole-3-carboxamide NC=1N=C(SC1C(=O)C1=CC(=NO1)C(=O)NC1(CCC1)C)N(C1=CC=C(C=C1)F)[C@H](C(=O)N)C